3-amino-7-bromo-5-methyl-2,3-dihydrobenzo[b][1,4]Oxazepine NC1CN(C2=C(OC1)C=CC(=C2)Br)C